1-[[1-[2-(2,6-dioxo-3-piperidinyl)-1,3-dioxo-isoindolin-5-yl]-4-piperidinyl] methyl] azetidine-1-carboxylate N1(CCC1)C(=O)OCC1CCN(CC1)C=1C=C2C(N(C(C2=CC1)=O)C1C(NC(CC1)=O)=O)=O